OC1=CC=CC2=CC=CC(=C12)O 1,8-Di-hydroxynaphthalin